COC1=CC=2C3=C(NC2C(=C1)C)[C@@H](CC3)CC(=O)O (S)-2-(7-methoxy-5-methyl-1,2,3,4-tetrahydrocyclopenta[b]indol-3-yl)acetic acid